4-((1H-imidazol-1-yl)methyl)-1-(3-(4-chlorophenyl)propyl)-1H-1,2,3-triazole N1(C=NC=C1)CC=1N=NN(C1)CCCC1=CC=C(C=C1)Cl